N-(4-chlorobenzyl)-3-[3-methoxy-4-(prop-2-yn-1-yloxy)phenyl]propionamide ClC1=CC=C(CNC(CCC2=CC(=C(C=C2)OCC#C)OC)=O)C=C1